CS(=O)(=O)C1=CC=C(C=C1)C1=CC=CC=2N1N=C(N2)NC2=CC=C(C=C2)N2CCN(CC2)CC(=O)N 2-(4-(4-((5-(4-(methylsulfonyl)phenyl)-[1,2,4]triazolo[1,5-a]pyridin-2-yl)amino)phenyl)piperazin-1-yl)acetamide